5-[3-({5-[(3R,5R)-3-amino-5-fluoropiperidine-1-carbonyl]-2-[1-(cyclopropylmethyl)-1H-indol-2-yl]-7-methoxy-1H-1,3-benzodiazol-1-yl}methyl)azetidin-1-yl]pyridine-3-carbonitrile N[C@H]1CN(C[C@@H](C1)F)C(=O)C1=CC2=C(N(C(=N2)C=2N(C3=CC=CC=C3C2)CC2CC2)CC2CN(C2)C=2C=C(C=NC2)C#N)C(=C1)OC